(S)-4-((dimethylamino)methyl)-2-fluoro-N'-((1,2,3,5,6,7-hexahydro-s-indacen-4-yl)carbamoyl)benzene-sulfonimidamide CN(C)CC1=CC(=C(C=C1)[S@](=O)(N)=NC(NC1=C2CCCC2=CC=2CCCC12)=O)F